tert-butyl N-[6-bromo-8-(4,4-difluoropiperidin-1-yl)-7-fluoroquinolin-3-yl]carbamate BrC=1C=C2C=C(C=NC2=C(C1F)N1CCC(CC1)(F)F)NC(OC(C)(C)C)=O